(S)-4-{9-[(2R,3R,4S,5R)-3,4-Dihydroxy-5-(hydroxymethyl)tetrahydrofur-2-yl]-N-adenineyl}-3-amino-4-oxobutyric acid O[C@H]1[C@@H](O[C@@H]([C@H]1O)CO)N1C2=NC=NC(=C2N=C1)NC([C@H](CC(=O)O)N)=O